ClC=1C=C(C#N)C=C(C1)CC(C)N1C[C@H]([C@@H](C1)C)COC1=CC=C(C=C1)S(=O)(=O)C 3-chloro-5-[2-[(3S,4S)-3-[(4-methanesulfonylphenoxy)methyl]-4-methylpyrrolidin-1-yl]propyl]benzonitrile